7-[(1,3-thiazol-2-yl)methyl]-1H,4H,5H,6H,7H,8H-pyrrolo[2,3-c]azepin-8-one S1C(=NC=C1)CN1C(C2=C(CCC1)C=CN2)=O